C[C@@H]1N(CC1)C=1N=C(C2=C(N1)CCC2)C=2NC1=CC=C(C=C1C2)C(=O)N (S)-2-(2-(2-methylazetidin-1-yl)-6,7-dihydro-5H-cyclopenta[d]pyrimidin-4-yl)-1H-indole-5-carboxamide